3-(6-(bromomethyl)-4-chloro-7-isopropyl-7H-pyrrolo[2,3-d]pyrimidin-5-yl)-5-cyclopropylisoxazole-4-carboxylic acid methyl ester COC(=O)C=1C(=NOC1C1CC1)C1=C(N(C=2N=CN=C(C21)Cl)C(C)C)CBr